5-(6-((4-chlorophenethyl)amino)pyridin-3-yl)-1,3,4-oxadiazol-2(3H)-one ClC1=CC=C(CCNC2=CC=C(C=N2)C2=NNC(O2)=O)C=C1